C(C1CO1)OCCC[Si](C)(O[Si](C)(C)C)O[Si](C)(C)C γ-glycidoxypropyl-bis(trimethylsiloxy)-methylsilane